ClC1=CC=C(C(=N1)C(=O)O)NC(C)C1=C2N=C(C(=NC2=CC(=C1)C)C#N)N1CCOCC1 6-chloro-3-((1-(2-cyano-7-methyl-3-morpholinoquinoxalin-5-yl)ethyl)amino)picolinic acid